({5-[(3S)-3-aminohexahydropyridin-1-yl]pentyl}amino)methane N[C@@H]1CN(CCC1)CCCCCNC